BrC1=C(C(=CC2=C1C(C(O2)(C#N)C2=CC=CC=C2)O)F)Cl 4-bromo-5-chloro-6-fluoro-3-hydroxy-2-phenyl-2,3-dihydrobenzofuran-2-carbonitrile